FC1=C2C=C(NC2=CC=C1OC1=NC=NC2=CC(=C(C=C12)OC)OC[C@@H]1C[C@H](C1)N(C)C)C trans-3-(((4-((4-fluoro-2-methyl-1H-indol-5-yl)oxy)-6-methoxyquinazolin-7-yl)oxy)methyl)-N,N-dimethylcyclobutyl-amine